1-(4-(2-(4-chlorophenyl)-propan-2-yl)thiazol-2-yl)-3-(4-(piperazin-1-yl)benzyl)urea ClC1=CC=C(C=C1)C(C)(C)C=1N=C(SC1)NC(=O)NCC1=CC=C(C=C1)N1CCNCC1